ethyl 3-benzyl-8-(4-(4-chlorophenoxy)-3,5-difluorobenzoyl)-3,8-diazabicyclo[3.2.1]octane-1-carboxylate C(C1=CC=CC=C1)N1CC2(CCC(C1)N2C(C2=CC(=C(C(=C2)F)OC2=CC=C(C=C2)Cl)F)=O)C(=O)OCC